(1aR,5aR)-2-(4-Cyano-pyridin-2-yl)-1a,2,5,5a-tetrahydro-1H-2,3-diaza-cyclopropa[a]pentalene-4-carboxylic Acid C(#N)C1=CC(=NC=C1)N1N=C(C=2C[C@@H]3[C@H](C12)C3)C(=O)O